N-[(6-cyclopropylpyrimidin-4-yl)methyl]-6-methyl-4-[(1-methylcyclopropyl)amino]furo[2,3-d]pyrimidine-5-carboxamide C1(CC1)C1=CC(=NC=N1)CNC(=O)C1=C(OC=2N=CN=C(C21)NC2(CC2)C)C